ClC1=CC(=C(N=N1)C(=O)NC)NC1=NC=CC=C1SC 6-chloro-N-methyl-4-((3-(methylthio)pyridin-2-yl)amino)pyridazine-3-carboxamide